ClC1=C(C=2N=C(N=C(C2C=N1)N1CC2CCC(C1)N2C(=O)OC(C)(C)C)OCC2(CC2)CO)F tert-butyl 3-(7-chloro-8-fluoro-2-((1-(hydroxymethyl) cyclopropyl) methoxy) pyrido[4,3-d]pyrimidin-4-yl)-3,8-diazabicyclo[3.2.1]octane-8-carboxylate